Benzyl N-[[(5R,6R)-5-azido-6-[(1R,2R,3S,4R,6S)-4,6-diazido-2-hydroxy-3-methoxy-cyclohexoxy]tetrahydropyran-2-yl]methyl]-N-benzyl-carbamate N(=[N+]=[N-])[C@@H]1CCC(O[C@@H]1O[C@H]1[C@@H]([C@H]([C@@H](C[C@@H]1N=[N+]=[N-])N=[N+]=[N-])OC)O)CN(C(OCC1=CC=CC=C1)=O)CC1=CC=CC=C1